4,4'-Bis(2-sulfostyryl)biphenyl disodium [Na].[Na].S(=O)(=O)(O)C1=C(C=CC2=CC=C(C=C2)C2=CC=C(C=C2)C=CC2=C(C=CC=C2)S(=O)(=O)O)C=CC=C1